ClC1=CC2=C(N=CN(C2=O)CC2(CCN(CC2)C(C2=CC=C(C=C2)Cl)=O)O)N1C1=CC=C(C=C1)[C@@H]1NC[C@@H](OC1)C 6-Chloro-3-((1-(4-chlorobenzoyl)-4-hydroxypiperidin-4-yl)methyl)-7-(4-((3S,6S)-6-methylmorpholin-3-yl)phenyl)-3,7-dihydro-4H-pyrrolo[2,3-d]pyrimidin-4-one